9-benzyl-8-(2-methoxypyridin-3-yl)-6-(1-methylcyclopropoxy)-9H-purine C(C1=CC=CC=C1)N1C2=NC=NC(=C2N=C1C=1C(=NC=CC1)OC)OC1(CC1)C